ClC=1N=C(C2=C(N1)C(=CS2)C=2C(=NN(C2C)C)C#N)N2[C@@H](COCC2)C (R)-4-(2-chloro-4-(3-methyl-morpholino)thieno[3,2-d]pyrimidine-7-yl)-1,5-dimethyl-1H-pyrazole-3-carbonitrile